dimethoxydiphenyl-acetonitrile COC=1C(=C(C=CC1)C(C#N)C1=CC=CC=C1)OC